C(C)(C)(C)OC(N(C)C1=NC=CC=C1)=O pyridin-2-yl-(methyl)carbamic acid tert-butyl ester